C(CCCCCCCCCCCCCCC)(=O)OC[C@@H](OC(CCCCCCCCCCCCCCC)=O)COP(=O)(O)OCC(O)CO 1,2-dipalmitoyl-sn-glycero-3-phospho-glycerol